CN(C(CN1C(N(C2=NC=C(C=C21)C2=CC(=CC=C2)C(F)(F)F)C)=O)=O)C N,N-dimethyl-2-[3-methyl-2-oxo-6-[3-(trifluoromethyl)phenyl]imidazo[4,5-b]pyridin-1-yl]acetamide